1-(4-fluorophenyl)-3-methylamino-1-propanone hydrochloride Cl.FC1=CC=C(C=C1)C(CCNC)=O